CC1(CCN(CC1)C=1OC2=C(C=C(C=C2C(C1)=O)C)\C(\C)=N\[S@](=O)C(C)(C)C)C (NE,R)-N-[1-[2-(4,4-dimethyl-1-piperidyl)-6-methyl-4-oxo-chromen-8-yl]ethylidene]-2-methyl-propane-2-sulfinamide